N-benzoyloxy-1-(4-phenylthiophenyl)butane-1-one-2-imine C(C1=CC=CC=C1)(=O)ON=C(C(=O)C1=CC=C(C=C1)SC1=CC=CC=C1)CC